ClC=1C=CC(=C(C1)O)OC1=C(C=C(C=C1)Cl)Cl 5-chloro-2-(2,4-dichlorophenoxy)phenol